C12(C3(CCC3CC(CC1)C2)CO)CO tricyclo[5.2.1.02,5]decanedimethanol